5-(3,4-dimethylphenyl)-N-(1,1-dioxido-2,3-dihydrothiophen-3-yl)picolinamide CC=1C=C(C=CC1C)C=1C=CC(=NC1)C(=O)NC1CS(C=C1)(=O)=O